2-(benzyloxy)-3-fluoro-6-((4-methoxybenzyl)oxy)benzaldehyde C(C1=CC=CC=C1)OC1=C(C=O)C(=CC=C1F)OCC1=CC=C(C=C1)OC